3,4-diphenyl-2,3-dihydro-oxazole C1(=CC=CC=C1)N1COC=C1C1=CC=CC=C1